C[Si]1(CC[C@@H](CCC1)NC(=O)C1=CC=2C(=NC(=CC2)OC)N1)C (R)-N-(1,1-dimethylsilepan-4-yl)-6-methoxy-1H-pyrrolo[2,3-b]pyridine-2-carboxamide